phenyl (1-methylcyclohexyl)carbamate CC1(CCCCC1)NC(OC1=CC=CC=C1)=O